CC1=C(C=CC(=N1)C(=O)NC1=CC(=NC=C1)C(F)(F)F)C1=C2C=CNC(C2=CC=C1)=O 6-methyl-5-(1-oxo-1,2-dihydroisoquinolin-5-yl)-N-(2-(trifluoromethyl)pyridin-4-yl)picolinamide